FC(OC1=CC=C(C=C1)N1C(N=CC(=C1)F)N1C(=NC2=C1C=CC=C2)C)F N-[4-(difluoromethoxy)phenyl]-5-fluoro-2-(2-methyl-1H-benzimidazol-1-yl)pyrimidine